[3-[3-(aminomethyl)azetidin-1-yl]sulfonylphenyl]-3-pentyl-quinolin-2-amine NCC1CN(C1)S(=O)(=O)C=1C=C(C=CC1)C1=C(C(=NC2=CC=CC=C12)N)CCCCC